Cl.CN(C)CCCCl 3-(N,N-dimethyl)amino-1-chloropropane hydrochloride